C(CCCCCCCCCCC)C(C1=CC=CC=C1)N1C(=NC=C1)C 1-(dodecylbenzyl)-2-methylimidazole